1'-methyl-5-(5-methylpiperidin-2-yl)spiro[indoline-3,4'-piperidin]-2-one CN1CCC2(CC1)C(NC1=CC=C(C=C12)C1NCC(CC1)C)=O